(P)-1-(5-CHLORO-2-METHOXY-4-(3-(TRIFLUOROMETHYL)CYCLOBUTYL)PHENYL)-N-(ISOXAZOL-3-YL)-2-OXO-1,2-DIHYDROQUINOLINE-6-SULFONAMIDE ClC=1C(=CC(=C(C1)N1C(C=CC2=CC(=CC=C12)S(=O)(=O)NC1=NOC=C1)=O)OC)C1CC(C1)C(F)(F)F